1-[1-[(tert-butyldimethylsilyl)oxy]-6-fluoro-2,3-dihydro-1H-inden-4-yl]-1-[1-(triphenylmethyl)imidazol-4-yl]ethanol [Si](C)(C)(C(C)(C)C)OC1CCC2=C(C=C(C=C12)F)C(C)(O)C=1N=CN(C1)C(C1=CC=CC=C1)(C1=CC=CC=C1)C1=CC=CC=C1